CN1C(=CC2=C(C=C(C=C12)C(C1=CC=CC=C1)=O)C(C1=CC=CC=C1)=O)C 1,2-dimethyl-4,6-dibenzoyl-indole